1-hexadecenyl-2-oleoyl-sn-glycero-3-phosphocholine C(=CCCCCCCCCCCCCCC)OC[C@@H](OC(CCCCCCC\C=C/CCCCCCCC)=O)COP(=O)([O-])OCC[N+](C)(C)C